NCCCC(CN)N (3-aminopropyl)-1,2-ethanediamine